ClC1=CC(=C(C=C1F)CC(C(=O)O)(F)F)F 4-chloro-α,α,2,5-tetrafluoro-phenylpropionic acid